((3-hydroxytetrahydrofuran-3-yl)methyl)-3-isopropyl-2-oxo-2,3-dihydro-1H-benzo[d]imidazole-5-carboxamide OC1(COCC1)CN1C(N(C2=C1C=CC(=C2)C(=O)N)C(C)C)=O